6-bromo-N-(3,5-difluoropyridin-4-yl)-3-isopropyl-3H-imidazo[4,5-c]pyridin-4-amine BrC1=CC2=C(C(=N1)NC1=C(C=NC=C1F)F)N(C=N2)C(C)C